FC(C1=NN=C(O1)C=1C=CC(=NC1)CN1C(N(C2=C1C=C(C(=C2)C2=CC=C1C=C(N(C1=C2)C(=O)O)C(=O)O)F)C)=O)F 6-(1-((5-(5-(difluoromethyl)-1,3,4-oxadiazol-2-yl)pyridin-2-yl)methyl)-6-fluoro-3-methyl-2-oxo-2,3-dihydro-1H-benzo[d]imidazol-5-yl)-1H-indole-1,2-dicarboxylic acid